CC1(OB(OC1(C)C)C=1C=C2C=NN(C2=CC1OCC1=NOC=C1)COCC[Si](C)(C)C)C 3-(((5-(4,4,5,5-tetramethyl-1,3,2-dioxaborolan-2-yl)-1-((2-(trimethylsilyl)ethoxy)methyl)-1H-indazol-6-yl)oxy)methyl)isoxazole